Methyl (3R,5S)-4-(3-(6-((R)-3,4-dimethylpiperazin-1-yl)pyridin-3-yl)-1H-pyrazolo[4,3-d]pyrimidin-5-yl)-3,5-dimethylpiperazine-1-carboxylate C[C@@H]1CN(CCN1C)C1=CC=C(C=N1)C1=NNC2=C1N=C(N=C2)N2[C@@H](CN(C[C@@H]2C)C(=O)OC)C